[NH4+].S(=O)(=O)([O-])[O-].C(CCCCCCCC)OC1=CC=CC=C1.[NH4+] nonylphenyl ether sulfate ammonium salt